FC(C(C(C(F)(F)F)(F)F)(F)F)(N(C(C(C(C(F)(F)F)(F)F)(F)F)(F)F)C(C(C(C(F)(F)F)(F)F)(F)F)(F)F)F perfluorotri-n-butyl-amine